N1(CCCC1)NC(=S)[S-] pyrrolidine-dithiocarbamate